tripotassium methylglycinate CNCC(=O)[O-].[K+].[K+].[K+].CNCC(=O)[O-].CNCC(=O)[O-]